2-Chloro-4-(oxetan-3-yl)pyridine ClC1=NC=CC(=C1)C1COC1